1-(pyridin-3-yl)butane-1,3-dione N1=CC(=CC=C1)C(CC(C)=O)=O